CC1(OC[C@@H](O1)CCOS(=O)(=O)C1=CC=C(C=C1)C)C 2-[(4S)-2,2-dimethyl-1,3-dioxolan-4-yl]ethyl-4-methylbenzenesulfonate